4-(diphenylamino)phenylboric acid C1(=CC=CC=C1)N(C1=CC=C(C=C1)OB(O)O)C1=CC=CC=C1